C(#N)C=1C=C(C=CC1)C=1OC2=C(C=C(C=C2C(C1C)=O)C)[C@@H](C)NC1=C(C(=O)O)C=CC=C1 2-[[(1R)-1-[2-(3-Cyanophenyl)-3,6-dimethyl-4-oxo-chromen-8-yl]ethyl]amino]benzoic acid